tris(2-cyanoethyl)-amine C(#N)CCN(CCC#N)CCC#N